2-chloro-5-nitro-N-((tetrahydro-2H-pyran-4-yl)methyl)pyridin-4-amine ClC1=NC=C(C(=C1)NCC1CCOCC1)[N+](=O)[O-]